IC1=C(C2=C(S1)C(=CC=C2)NC2CCNCC21CC1)CC(F)(F)F N-(2-iodo-3-(2,2,2-trifluoroethyl)benzo[b]thiophen-7-yl)-5-azaspiro[2.5]octan-8-amine